5-(3,5-dimethylisoxazol-4-yl)-2-methoxy-N-(5-oxo-5,6,7,8-tetrahydro-1,6-naphthyridin-3-yl)benzenesulfonamide CC1=NOC(=C1C=1C=CC(=C(C1)S(=O)(=O)NC=1C=NC=2CCNC(C2C1)=O)OC)C